((7R)-7-Amino-2-azabicyclo[2.2.1]heptan-2-yl)(2-(1-(cyclopropylmethyl)-6-(3-fluoro-3-(hydroxymethyl)azetidin-1-yl)-1H-indol-2-yl)-3-methylpyrazolo[1,5-a]pyridin-6-yl)methanone N[C@H]1C2N(CC1CC2)C(=O)C=2C=CC=1N(C2)N=C(C1C)C=1N(C2=CC(=CC=C2C1)N1CC(C1)(CO)F)CC1CC1